3-(2-pyridyl)benzene N1=C(C=CC=C1)C=1C=CC=CC1